5-[1-(2,6-dioxopiperidin-3-yl)-3-methyl-2-oxo-1,3-benzodiazol-4-yl]pentanoic acid O=C1NC(CCC1N1C(N(C2=C1C=CC=C2CCCCC(=O)O)C)=O)=O